2-(acetoxymethyl)-6-bromotetrahydro-2H-pyran C(C)(=O)OCC1OC(CCC1)Br